(R)-N-(5-(4-(difluoromethyl)phenoxy)-2-methoxyphenyl)-1-methyl-5-oxopyrrolidine-2-carboxamide FC(C1=CC=C(OC=2C=CC(=C(C2)NC(=O)[C@@H]2N(C(CC2)=O)C)OC)C=C1)F